bis(2,5-dioxopyrrolidin-1-yl) 4-((((9H-fluoren-9-yl)methoxy)-carbonyl)amino)-4-(3-((2,5-dioxopyrrolidin-1-yl)oxy)-3-oxopropyl)heptanedioate C1=CC=CC=2C3=CC=CC=C3C(C12)COC(=O)NC(CCC(=O)ON1C(CCC1=O)=O)(CCC(=O)ON1C(CCC1=O)=O)CCC(=O)ON1C(CCC1=O)=O